silyl phosphate carbon [C+4].P(=O)(O[SiH3])([O-])[O-].[SiH3]OP(=O)([O-])[O-]